C(C)C1(N=CC=N1)CCCCS(=O)(=O)O 2-ethylimidazolebutanesulfonic acid